[C@@H]1(N(C[C@@H]2[C@@H]3C=C[C@H]([C@H]12)C3)C(=O)OC(C)(C)C)C(=O)OC 2-(tert-butyl) 1-methyl (1S,3aR,4S,7R,7aS)-1,3,3a,4,7,7a-hexahydro-2H-4,7-methanoisoindole-1,2-dicarboxylate